FC1=CC(=C(C=N1)NC(=O)C1=NC(=NC=C1)NCCCC=C)N1CC(OCC1)C=C N-(6-fluoro-4-(2-vinylmorpholino)pyridin-3-yl)-2-(pent-4-en-1-ylamino)pyrimidine-4-carboxamide